C1(=CC=CC=C1)CC(=O)OC(C)(C)C tertbutyl phenylacetate